Cl.C12CN(CC(CC1)N2)C2=C1C(=NC=C2)N(C(=C1)C=1C=NN(C1)C)S(=O)(=O)C1=CC=C(C)C=C1 4-(3,8-diazabicyclo[3.2.1]octan-3-yl)-2-(1-methyl-1H-pyrazol-4-yl)-1-tosyl-1H-pyrrolo[2,3-b]pyridine hydrochloride